2-chloro-6-bromopyridine ClC1=NC(=CC=C1)Br